C(C=C(C(=O)OCCCCCC)CC(=O)OCCCCCC)(=O)OCCCCCC trihexyl aconitate